N-(2-fluoro-4-(2-(((3S,5S)-5-fluoro-piperidin-3-yl)amino)-8-isopropyl-7-oxo-7,8-dihydropteridin-6-yl)-phenyl)-1-phenyl-methanesulfonamide FC1=C(C=CC(=C1)C1=NC=2C=NC(=NC2N(C1=O)C(C)C)N[C@@H]1CNC[C@H](C1)F)NS(=O)(=O)CC1=CC=CC=C1